5-bromo-2-(chloro(2-chloro-5-fluorophenyl)silyl)-3-nitrobenzoyl chloride BrC=1C=C(C(=C(C(=O)Cl)C1)[SiH](C1=C(C=CC(=C1)F)Cl)Cl)[N+](=O)[O-]